C(#N)C1=C(N=C2N(C1=O)C=C(C=C2[C@@H](C)NC2=C(C(=O)O)C=CC=C2)C)N[C@@H](C)C2CC2 2-(((R)-1-(3-cyano-2-(((S)-1-cyclopropylethyl)amino)-7-methyl-4-oxo-4H-pyrido[1,2-a]pyrimidin-9-yl)ethyl)amino)benzoic acid